Cl.ClC=1C=C(OC2=C3C(=NC=C2)NC=C3C3=NC(=NC=C3)N)C=CC1 4-(4-(3-chlorophenoxy)-1H-pyrrolo[2,3-b]pyridin-3-yl)pyrimidin-2-amine hydrochloride